4-(4-{[2-(3,4-dimethoxyphenyl)-1,3-thiazol-4-yl]methyl}piperazin-1-yl)-N,N-diethyl-6-methylpyrimidin-2-amine COC=1C=C(C=CC1OC)C=1SC=C(N1)CN1CCN(CC1)C1=NC(=NC(=C1)C)N(CC)CC